O.O.O.[N+](=O)([O-])[O-].[Cu+2].[N+](=O)([O-])[O-] Cupric Nitrate Trihydrate